C(C)(=O)C=1C=NC2=CC=C(C=C2C1)Cl 3-Acetyl-6-chloroquinolin